C(C)OC(CC1=NC2=C(N1)C=C(C(=C2)C)N2CCN(CC2)C)=O 2-(5-methyl-6-(4-methylpiperazin-1-yl)-1H-benzo[d]imidazol-2-yl)acetic acid ethyl ester